Cl.N1=CC=C(C=C1)CNC(=O)C12CC3(CC(CC(C1)C3)C2)C2=CC=C(C=C2)Cl 3-(4-chlorophenyl)-adamantane-1-carboxylic acid (pyridin-4-ylmethyl) amide hydrochloride